CC1=NN(C=C1)C1CN(CC1)C 3-methyl-1-(1-methylpyrrolidin-3-yl)-1H-pyrazol